ClC=1C=C(NC=2C=3N(C=CN2)C(=CN3)C=3C(=NN(C3)CC#N)C(F)(F)F)C=CC1C(=O)N1CCNCC1 2-[4-[8-[3-chloro-4-(piperazine-1-carbonyl)anilino]imidazo[1,2-a]pyrazin-3-yl]-3-(trifluoromethyl)pyrazol-1-yl]acetonitrile